CC(C)(C)C1C=C(O)C(C(C)(C)C)=CC=1O di-tert-butylhydroquinone